C1(CC1)C=1C(=C2C=CNC2=C(C1)C)CN1C(CC(CC1)N1CC(C1)C(F)(F)F)C1=CC=C(C(=O)O)C=C1 4-(1-((5-cyclopropyl-7-methyl-1H-indol-4-yl)methyl)-4-(3-(trifluoromethyl)azetidin-1-yl)piperidin-2-yl)benzoic acid